isopentacosanyl isostearate C(CCCCCCCCCCCCCCC(C)C)(=O)OCCCCCCCCCCCCCCCCCCCCCCC(C)C